NC=1OC2=C(C=NC=C2N2CC(OCC2)(C)C(=O)N2[C@H](C3=C(C=C(C=C3CC2)Cl)Cl)C)N1 (4-(2-aminooxazolo[4,5-c]pyridin-7-yl)-2-methylmorpholin-2-yl)((S)-6,8-dichloro-1-methyl-3,4-dihydroisoquinolin-2(1H)-yl)methanone